CC(=CC(=O)SCCNC(CCNC([C@@H](C(COP(OP(OC[C@@H]1[C@H]([C@H]([C@@H](O1)N1C=NC=2C(N)=NC=NC12)O)OP(=O)(O)O)(=O)O)(=O)O)(C)C)O)=O)=O)C 3,3-dimethyl-acrylyl-coa